6-(difluoromethyl)-5-methylpyrazine-2-carboxylic acid FC(C1=C(N=CC(=N1)C(=O)O)C)F